methyl (2S,4S)-4-({[(5R)-3-(3,5-difluorophenyl)-5-vinyl-4,5-dihydroisoxazol-5-yl]carbonyl}amino)tetrahydrofurane-2-carboxylate FC=1C=C(C=C(C1)F)C1=NO[C@](C1)(C=C)C(=O)N[C@H]1C[C@H](OC1)C(=O)OC